C(C)C(COC(CC(CCCCCCCCC(=O)OCC(CCCC)CC)C(C)C)=O)CCCC beta-isopropyldodecanedioic acid bis(2-ethylhexyl) ester